5-Bromo-7-chloropyrazolo[1,5-a]pyridine BrC1=CC=2N(C(=C1)Cl)N=CC2